FC=1C=C2C(C(CN3C2=C(C1F)OCC3COC)C=O)=O 9,10-difluoro-3-(methoxymethyl)-7-oxo-2,3,6,7-tetrahydro-5H-[1,4]oxazino[2,3,4-ij]quinoline-6-formaldehyde